C1(=CC=C(C=C1)C=O)C1=CC=C(C=C1)C1=CC=C(C=C1)C1=CC=C(C=C1)C=O [1,1':4',1'':4'',1'''-Quaterphenyl]-4,4'''-dicarbaldehyde